tert-Butyl (4R)-4-((1R,2S)-3-azido-1-{[tert-butyl(dimethyl)silyl]oxy}-2-cyclopropylpropyl)-2,2-dimethyl-1,3-oxazolidine-3-carboxylate N(=[N+]=[N-])C[C@@H]([C@@H](O[Si](C)(C)C(C)(C)C)[C@@H]1N(C(OC1)(C)C)C(=O)OC(C)(C)C)C1CC1